N-(1-methyl-tetrazol-5-yl)-2-methylsulfonyl-4-trifluoromethylbenzamide CN1N=NN=C1NC(C1=C(C=C(C=C1)C(F)(F)F)S(=O)(=O)C)=O